N[C@H](C)C=1C=C(C=C2C(C=C(OC12)C=1C=CC(N(C1)C)=O)=O)C 5-[8-[(1R)-1-Aminoethyl]-6-methyl-4-oxo-chromen-2-yl]-1-methyl-pyridin-2-one